4-(2-chloro-4-fluoro-phenyl)-N-(2,6-difluorophenyl)-1,3-dimethyl-1H-pyrazol-5-amine ClC1=C(C=CC(=C1)F)C=1C(=NN(C1NC1=C(C=CC=C1F)F)C)C